C(C)OC1=C(OCC2CN(CCO2)C(=O)OC(C)OC([C@H](C(C)C)CN)=O)C=CC=C1 1-(((R)-2-(aminomethyl)-3-methylbutanoyl)oxy)ethyl 2-((2-ethoxyphenoxy)methyl)morpholine-4-carboxylate